diallyl 2,3-naphthalenedicarboxylate 2-[2-[(E)-3-(4-Chlorophenyl)prop-2-enoyl]phenyl]-2-hydroxypropanoate ClC1=CC=C(C=C1)/C=C/C(=O)C1=C(C=CC=C1)C(C(=O)O)(C)O.C1=C(C(=CC2=CC=CC=C12)C(=O)OCC=C)C(=O)OCC=C